C(C)C(COC(CCSCC(C(=O)OC(CCCCCCCC)CCCCCCCC)CC(=O)NCCCN1CCOCC1)=O)CCCC heptadecan-9-yl 2-(((3-((2-ethylhexyl)oxy)-3-oxopropyl)thio)methyl)-4-((3-morpholinopropyl)amino)-4-oxobutanoate